C(CCCCCCCCCCC)(=O)N[C@@H](CCC(=O)[O-])C(=O)[O-].[Na+].[Na+].C(CCCCCCCCCCC)(=O)NC(N(CC(=O)O)C)=N N-lauroyl-creatine sodium sodium N-lauroyl-glutamate